sodium (5S,8S,11S)-5-((R)-1-(tert-butoxy)ethyl)-8-(cyclohexylmethyl)-12-hydroxy-3,6,9-trioxo-11-(((S)-2-oxopyrrolidin-3-yl)methyl)-1-phenyl-2-oxa-4,7,10-triazadodecane-12-sulfonate C(C)(C)(C)O[C@H](C)[C@H](NC(OCC1=CC=CC=C1)=O)C(N[C@H](C(N[C@H](C(S(=O)(=O)[O-])O)C[C@H]1C(NCC1)=O)=O)CC1CCCCC1)=O.[Na+]